C(OC1=CC=C(C=C1)CC)(OC1=CC=C(C=C1)CC)=O di(4-ethylphenyl) carbonate